FC1=CC=C(C=C1)C=1NC(=CC1CC1C(OC(OC1=O)(C)C)=O)C1=CC=C(C=C1)C(F)(F)F 5-((2-(4-fluorophenyl)-5-(4-(trifluoromethyl)phenyl)-1H-pyrrol-3-yl)methyl)-2,2-dimethyl-1,3-dioxane-4,6-dione